[2,2'-bipyridinyl]-1-ium hydrochloride Cl.[NH+]1=C(C=CC=C1)C1=NC=CC=C1